2,5-dimethylphenyl 4-benzyl-1,2,3-thiadiazole-5-carboxylate C(C1=CC=CC=C1)C=1N=NSC1C(=O)OC1=C(C=CC(=C1)C)C